[(2R,3R,4S,5R,6S)-3,4,5-triacetoxy-6-(4-formyl-2-nitro-phenoxy)tetrahydropyran-2-yl]methyl acetate C(C)(=O)OC[C@H]1O[C@H]([C@@H]([C@H]([C@@H]1OC(C)=O)OC(C)=O)OC(C)=O)OC1=C(C=C(C=C1)C=O)[N+](=O)[O-]